FC1=CC=C(CN(C(=O)NCC2=CC=C(C=C2)OCC(C)C)C[C@@H]2CNCC2)C=C1 (S)-1-(4-fluorobenzyl)-3-(4-isobutoxybenzyl)-1-(pyrrolidin-3-ylmethyl)urea